4-[2-[4-[2-(2-azaspiro[3.3]heptan-6-yl)ethynyl]phenoxy]-5-(1-hydroxy-1-methyl-ethyl)phenyl]-6-methyl-1-(p-tolylsulfonyl)pyrrolo[2,3-c]pyridin-7-one C1NCC12CC(C2)C#CC2=CC=C(OC1=C(C=C(C=C1)C(C)(C)O)C=1C3=C(C(N(C1)C)=O)N(C=C3)S(=O)(=O)C3=CC=C(C=C3)C)C=C2